(S)-2-methyl-N-[(1R)-1-(6-methylpyridazin-3-yl)ethyl]propane-2-sulfinamide CC(C)(C)[S@](=O)N[C@H](C)C=1N=NC(=CC1)C